FC(OC1=CC=C2C(C=C(OC2=C1)C(=O)O)=O)F 7-(difluoromethoxy)-4-oxo-4H-chromene-2-carboxylic acid